(S)-N-(4-(4-((2-amino-4-methylpentyl)oxy)-3-methylphenyl)pyridin-2-yl)acetamide N[C@H](COC1=C(C=C(C=C1)C1=CC(=NC=C1)NC(C)=O)C)CC(C)C